COC=1C=C(C=C(C1)OC1=C2C(=NC=C1)C=CS2)CC(=O)N (3-methoxy-5-(thieno[3,2-b]pyridin-7-yloxy)phenyl)acetamide